N-(4-(benzyloxy)-3-(1H-tetrazol-1-yl)phenyl)-1H-benzo[d]imidazole-4-carboxamide C(C1=CC=CC=C1)OC1=C(C=C(C=C1)NC(=O)C1=CC=CC=2NC=NC21)N2N=NN=C2